C(CCCCCCCCCCCCCCCCC)C(OP(OC[C@@H](CO)OC)(=O)[O-])C[N+](C)(C)C octadecyl-2-O-methyl-sn-glycero-3-phosphocholine